OC1CN(CC1)CC=1C=CC(=NC1)C(=O)N 5-((3-hydroxypyrrolidin-1-yl)methyl)picolinamide